N-[2-(methoxymethyl)-7-[6-({[(1-methyl-1H-pyrazol-4-yl)carbamoyl]methyl}carbamoyl)pyridin-2-yl]naphthalen-1-yl]prop-2-enamide COCC1=C(C2=CC(=CC=C2C=C1)C1=NC(=CC=C1)C(NCC(NC=1C=NN(C1)C)=O)=O)NC(C=C)=O